N-((1H-imidazol-5-yl)methyl)-N-(1-(butyl-sulfonyl)piperidin-4-yl)isoquinoline-3-carboxamide N1C=NC=C1CN(C(=O)C=1N=CC2=CC=CC=C2C1)C1CCN(CC1)S(=O)(=O)CCCC